5-(3-((2-chloro-4-(trifluoromethyl)phenoxy)methyl)phenyl)-1H-imidazole ClC1=C(OCC=2C=C(C=CC2)C2=CN=CN2)C=CC(=C1)C(F)(F)F